2-amino-4-nitroaniline NC1=C(N)C=CC(=C1)[N+](=O)[O-]